[Cr].ClC1C(OCC1)(Cl)Cl trichloro(tetrahydrofuran) chromium